BrC=1C=NC=C(C1S)[N+](=O)[O-] 3-bromo-5-nitro-pyridine-4-thiol